C1(CCCC1)CNC1=NC(=NC(=C1C(=O)O)C=1OC=CC1)N(C)C 4-(cyclopentylmethyl-amino)-2-(dimethylamino)-6-(2-furyl)pyrimidine-5-carboxylic acid